2-({5-[difluoro(phenyl)methyl]-7-(3,3-difluoropyrrolidin-1-yl)-3H-[1,2,3]triazolo[4,5-d]pyrimidin-3-yl}methyl)benzene-1-sulfonyl fluoride FC(C=1N=C(C2=C(N1)N(N=N2)CC2=C(C=CC=C2)S(=O)(=O)F)N2CC(CC2)(F)F)(C2=CC=CC=C2)F